C1(CCCCC1)CNC(C1=CC=C(C=C1)C1=NC=CC2=C1C=CN2)=O N-(cyclohexylmethyl)-4-(1H-pyrrolo[3,2-c]pyridin-4-yl)benzamide